C(#N)C(C(=O)OC(C)(C)C)=COCC tert-butyl 2-cyano-3-ethoxyacrylate